BrC=1C2(C3=CC=C(C=C3C1)F)CCC(CC2)(C(=O)O)NC2=CC(=CC=C2)Cl (1s,4s)-2'-bromo-4-(3-chloroanilino)-5'-fluorospiro[cyclohexane-1,1'-indene]-4-carboxylic acid